2-(azetidin-3-ylmethyl)-5-((1S,5R)-5-(trifluoromethyl)-3-(8-(trifluoromethyl)quinolin-5-yl)-3-azabicyclo[3.1.0]hexane-1-yl)-1,3,4-oxadiazole N1CC(C1)CC=1OC(=NN1)[C@@]12CN(C[C@]2(C1)C(F)(F)F)C1=C2C=CC=NC2=C(C=C1)C(F)(F)F